2-(2-{2-[(4-methyl benzenesulfonyl)oxy]ethoxy}ethoxy)ethyl 4-methylbenzene-1-sulfonate CC1=CC=C(C=C1)S(=O)(=O)OCCOCCOCCOS(=O)(=O)C1=CC=C(C=C1)C